(N-(3-(3-methyl-4-oxo-3,4-dihydro-phthalazin-1-yl)phenyl)sulfamoyl)carbamic acid tert-butyl ester C(C)(C)(C)OC(NS(NC1=CC(=CC=C1)C1=NN(C(C2=CC=CC=C12)=O)C)(=O)=O)=O